(1R,2R,3S,5R)-(-)-2,3-pinanediol C[C@]1([C@@H]2C[C@@H](C2(C)C)C[C@@H]1O)O